ClC=1C=C2C(=NC=NC2=C(C1)C(F)(F)F)N[C@@H](C)C=1N(N=CN1)C1=NC=NC(=C1)NC 6-chloro-N-[(1S)-1-[2-[6-(methylamino)pyrimidin-4-yl]-1,2,4-triazol-3-yl]ethyl]-8-(trifluoromethyl)quinazolin-4-amine